C(CCCCC)N(C([S-])=S)CCCCCC di-n-hexyldithiocarbamat